3-(6,8-diphenylimidazo[1,2-a]pyridin-2-yl)benzaldehyde C1(=CC=CC=C1)C=1C=C(C=2N(C1)C=C(N2)C=2C=C(C=O)C=CC2)C2=CC=CC=C2